tris(diethylamino)tantalum(V) C(C)N(CC)[Ta+2](N(CC)CC)N(CC)CC